lithium 2,5-dinitrobenzoate [N+](=O)([O-])C1=C(C(=O)[O-])C=C(C=C1)[N+](=O)[O-].[Li+]